(2,3-dihydro-4H-benzo[b][1,4]oxazin-4-yl)(5-(4-fluoro-2-methoxyphenyl)pyridin-3-yl)methanone O1C2=C(N(CC1)C(=O)C=1C=NC=C(C1)C1=C(C=C(C=C1)F)OC)C=CC=C2